4-(3-(1-(6-chloropyridazin-3-yl)-4-oxido-1,4-azaphosphinan-4-yl)-4-fluorobenzyl)phthalazin-1(2H)-one ClC1=CC=C(N=N1)N1CCP(CC1)(=O)C=1C=C(CC2=NNC(C3=CC=CC=C23)=O)C=CC1F